[N+](=O)([O-])C1=CC=CC=2N=NN(C(C21)=O)C2C(NC(CC2)=O)=O 3-(5-nitro-4-oxo-benzo[d][1,2,3]triazin-3(4H)-yl)piperidine-2,6-dione